C[C@H]1N(C[C@H](N(C1)C1=NN(C(=C1C)C)C)C)C(=O)OC(C)(C)C tert-butyl (2R,5R)-2,5-dimethyl-4-(1,4,5-trimethyl-1H-pyrazol-3-yl)piperazine-1-carboxylate